2-chloro-2-fluoro-N-methyl-ethylamine hydrochloride Cl.ClC(CNC)F